N,N'-bis(pyridin-2-ylmethyl)-1,2-diaminobenzene N1=C(C=CC=C1)CNC1=C(C=CC=C1)NCC1=NC=CC=C1